[Co].[Cr] chromium cobalt